I(=O)(=O)[O-].[Nb+5].I(=O)(=O)[O-].I(=O)(=O)[O-].I(=O)(=O)[O-].I(=O)(=O)[O-] columbium iodate